NC=1C=2N(C(=CN1)CN1CCNCCC1)C(=NC2C2=CC=C(C1=CC=CC=C21)NC(NC2=CC(=CC=C2)C(F)(F)F)=O)C 3-{4-[8-amino-5-(1,4-diazepan-1-ylmethyl)-3-methylimidazo[1,5-a]pyrazin-1-yl]naphthalen-1-yl}-1-[3-(trifluoromethyl)phenyl]urea